NC=1CCC([C@@](N1)(C(F)F)C=1C=C(C=CC1F)NC(=O)C1=NC=C(C=C1C)C#N)(F)F (S)-N-(3-(6-amino-2-(difluoromethyl)-3,3-difluoro-2,3,4,5-tetrahydropyridin-2-yl)-4-fluorophenyl)-5-cyano-3-methylpyridineamide